C(#N)C1=CN=C(S1)NC(C(C)C1=CC(=NC=C1)C=1C=NC(=CC1)C(C(=O)N)=C)=O (4-(1-((5-cyanothiazol-2-yl)amino)-1-oxopropan-2-yl)-[2,3'-bipyridyl]-6'-yl)acrylamide